3-(benzyloxy)-3-oxopropyl 3-octylundecanoate C(CCCCCCC)C(CC(=O)OCCC(=O)OCC1=CC=CC=C1)CCCCCCCC